1-(benzyl-(2-hydroxyethyl)amino)-3-(2-ethylhexyl)oxypropan-2-ol C(C1=CC=CC=C1)N(CC(COCC(CCCC)CC)O)CCO